CC1=CN(C2=NC=C(C=C21)C=2C=C1N(N2)CCC12CCN(CC2)C(=O)OC(C)(C)C)COCC[Si](C)(C)C tert-butyl 2'-(3-methyl-1-{[2-(trimethylsilyl)ethoxy]methyl}-1H-pyrrolo[2,3-b]pyridin-5-yl)-5',6'-dihydrospiro[piperidine-4,4'-pyrrolo[1,2-b]pyrazole]-1-carboxylate